(4-((3-hydroxyphenyl)(pyridin-3-yl)methylene)piperidin-1-yl)(5-methylpyridin-3-yl)methanone OC=1C=C(C=CC1)C(=C1CCN(CC1)C(=O)C=1C=NC=C(C1)C)C=1C=NC=CC1